{6-[(3S,4S)-4-amino-3-methyl-2-oxa-8-azaspiro[4.5]decan-8-yl]-3-(2,3-dichlorophenyl)-1H-pyrazolo[3,4-b]pyrazin-5-yl}methanol N[C@@H]1[C@@H](OCC12CCN(CC2)C2=C(N=C1C(=N2)NN=C1C1=C(C(=CC=C1)Cl)Cl)CO)C